tetradecyl-4,4-bis((2-ethylhexyl)oxy)butanoate C(CCCCCCCCCCCCC)OC(CCC(OCC(CCCC)CC)OCC(CCCC)CC)=O